BrC=1C(=CC(=NC1)OC)CO (5-bromo-2-methoxy-4-pyridyl)methanol